4'-(3-(2-isopropylphenyl)pyrrolidin-1-yl)-N-((3-nitro-4-(((tetrahydro-2H-pyran-4-yl)methyl)amino)phenyl)sulfonyl)-2',3',4',5'-tetrahydro-[1,1'-biphenyl]-4-carboxamide C(C)(C)C1=C(C=CC=C1)C1CN(CC1)C1CCC(=CC1)C1=CC=C(C=C1)C(=O)NS(=O)(=O)C1=CC(=C(C=C1)NCC1CCOCC1)[N+](=O)[O-]